O=C1NC(CCC1N1C(C2=CC=CC(=C2C1=O)NCCCCC(=O)N1CCN(CC1)C1=CC=C(C=C1)C1=NNC2=C1N=C(N=C2)C2=C(C=CC=C2OC)F)=O)=O 2-(2,6-dioxopiperidin-3-yl)-4-((5-(4-(4-(5-(2-fluoro-6-methoxyphenyl)-1H-pyrazolo[4,3-d]pyrimidin-3-yl)phenyl)piperazin-1-yl)-5-oxopentyl)amino)isoindoline-1,3-dione